2-Cyclopentyloxy-N-(5,6-dimethoxy-benzothiazol-2-yl)-2-(4-ethanesulfonyl-phenyl)-acetamide C1(CCCC1)OC(C(=O)NC=1SC2=C(N1)C=C(C(=C2)OC)OC)C2=CC=C(C=C2)S(=O)(=O)CC